4-(6-chloro-5-methoxy-thieno[2,3-b]pyridin-2-yl)-4-oxobutanoic acid ethyl ester C(C)OC(CCC(=O)C1=CC=2C(=NC(=C(C2)OC)Cl)S1)=O